N-[4-(7-fluoro-3,4-dihydro-1H-isoquinolin-2-yl)-2-trifluoromethyl-phenyl]-3,3-dimethylbutanamide FC1=CC=C2CCN(CC2=C1)C1=CC(=C(C=C1)NC(CC(C)(C)C)=O)C(F)(F)F